ClCOC methyl chloromethyl ether